Dihydro-Nicotinamide C(C1CN=CC=C1)(=O)N